O(S(=O)(=O)C(F)(F)F)[Si](C)(C)C(C)(C)C t-Butyldimethylsilyl triflate